ClC1=C(C=C2C(=C(N(C2=C1F)C)C=1NC(=NN1)N1CC(CC1)O)N1C=NC=C1)OC 1-(5-(6-chloro-7-fluoro-3-(1H-imidazol-1-yl)-5-methoxy-1-methyl-1H-indol-2-yl)-4H-1,2,4-triazol-3-yl)pyrrolidin-3-ol